CN(C(C)=O)CC(=O)N 2-(N-methylacetamido)acetamide